COC1=CC(=CN=N1)C(=O)N 6-methoxypyridazine-4-carboxamide